6-(2-fluorophenyl)pyrazolo[4,3-b]pyridin FC1=C(C=CC=C1)C=1C=C2C(=NC1)C=NN2